O=C1NN=CO1 oxo-4,5-dihydro-1,3,4-oxadiazole